C(C)C1=NC(=CC=C1N1C[C@H](C[C@@H](C1)F)CC(=O)O)C=1N=NN(C1CN1C(C=CC(=C1)CCC)=O)C |o1:10,12| 2-((3S,5S) or (3R,5R)-1-(2-ethyl-6-(1-methyl-5-((2-oxo-5-propylpyridin-1(2H)-yl)methyl)-1H-1,2,3-triazol-4-yl)pyridin-3-yl)-5-fluoropiperidin-3-yl)acetic acid